12-Heptacosenoic acid C(CCCCCCCCCCC=CCCCCCCCCCCCCCC)(=O)O